FC1(CCN(CC1)C=1C=C(C=C(C1)C)NC1=NC=NC2=CC(=CC(=C12)N1CCC2(CC2)CC1)C(C)(C)O)F 2-(4-((3-(4,4-difluoropiperidin-1-yl)-5-methylphenyl)amino)-5-(6-azaspiro[2.5]oct-6-yl)quinazolin-7-yl)propan-2-ol